2-(benzyloxy)-4-fluorobicyclo[4.2.0]oct-1(6),2,4-triene C(C1=CC=CC=C1)OC=1C=2CCC2C=C(C1)F